ClC1=C(C=C(C=C1)F)C1=CC=C(N=N1)NC1C[C@@H]2[C@@H](CN(C2)C2CC3(COC3)C2)C1 (3aR,5s,6aS)-N-(6-(2-chloro-5-fluorophenyl)pyridazin-3-yl)-2-(2-oxaspiro[3.3]heptan-6-yl)octahydrocyclopenta[c]pyrrol-5-amine